NC(COCCNC(C1=C(C=C(C=C1)NC=1C=2N(C=CN1)C(=CN2)C2=CC=C(C=C2)OC(F)F)C)=O)=O N-(2-(2-amino-2-oxoethoxy)ethyl)-4-((3-(4-(difluoromethoxy)phenyl)imidazo[1,2-a]pyrazin-8-yl)amino)-2-methylbenzamide